FC1=C(C=CC(=C1)C(F)(F)F)NC(=O)[C@H]1[C@@H]([C@H](CCC1)C1=CC=C(C=C1)[C@@H]1CCOCCC1)C(=O)O (1R,2R,6S)-2-((2-fluoro-4-(trifluoromethyl)phenyl)carbamoyl)-6-(4-((S)-oxepan-4-yl)phenyl)cyclohexane-1-carboxylic acid